C(C)S(=O)(=O)C1=C(N=C2N1C=CC(=C2)C2(CC2)C#N)C=2OC1=C(N2)C=C(C=C1)C 1-[3-ethylsulfonyl-2-(5-methyl-1,3-benzoxazol-2-yl)imidazo[1,2-a]pyridin-7-yl]cyclopropanecarbonitrile